hydroxyIsoxazole (dimethylaminoethyl acrylate) CN(C)CCC(C(=O)O)=C.OC1=NOC=C1